CN(C1=CC=C(C(=C)C)C=C1)C 4-(dimethylamino)-α-methylstyrene